C(C)(C)(C)OC(=O)N[C@H]1CSC2=C(NC1=O)C=C(C=C2)C(=O)O (3R)-3-(tert-Butoxycarbonylamino)-4-oxo-3,5-dihydro-2H-1,5-benzothiazepine-7-Formic acid